4-(5-methyl-4-oxo-3-phenyl-4,5,6,7-tetrahydro-1H-pyrrolo[3,2-c]pyridin-2-yl)pyridin CN1C(C2=C(CC1)NC(=C2C2=CC=CC=C2)C2=CC=NC=C2)=O